8-(1-(3-Hydroxybutan-2-yl)-1H-pyrazol-4-yl)-1-(4-methoxybenzyl)-4-(5-methyloxazol-2-yl)-1,3-dihydro-2H-benzo[b]azepin-2-one OC(C(C)N1N=CC(=C1)C=1C=CC2=C(N(C(CC(=C2)C=2OC(=CN2)C)=O)CC2=CC=C(C=C2)OC)C1)C